C(C)OC(C=CC=1C(=NC=C(C1)Br)N)=O 3-(2-amino-5-bromo-3-pyridyl)acrylic acid ethyl ester